N-(2-Chloro-6-Methylphenyl)-2-((6-(4-(3-(4-(4-(2,6-Dioxopiperidin-3-Yl)Benzyl)Piperazin-1-Yl)Propyl)Piperazin-1-Yl)-2-Methylpyrimidin-4-Yl)Amino)Thiazole-5-Carboxamide ClC1=C(C(=CC=C1)C)NC(=O)C1=CN=C(S1)NC1=NC(=NC(=C1)N1CCN(CC1)CCCN1CCN(CC1)CC1=CC=C(C=C1)C1C(NC(CC1)=O)=O)C